(2R,4S)-4-(3-ethoxy-4-methoxyphenyl)pyrrolidine-2-carboxylic acid methyl ester hydrochloride Cl.COC(=O)[C@@H]1NC[C@@H](C1)C1=CC(=C(C=C1)OC)OCC